C1N(CC12CNCC2)C2=CC=C(C=C2)[C@@H]2C=1C=CC(=CC1CC[C@@H]2C2=CC=CC=C2)O |o1:14,23| rel-(5R,6S)-5-(4-(2,6-diazaspiro[3.4]octan-2-yl)phenyl)-6-phenyl-5,6,7,8-tetrahydronaphthalen-2-ol